C(CC\C=C/CC)O CIS-4-heptenol